NC1=NNC2=C1C(=NC(=C2)C2CCS(CC2)(=O)=O)C2=CC=C(CNC(C1=C(C=CC(=C1)F)OC)=O)C=C2 N-(4-(3-amino-6-(1,1-dioxidotetrahydro-2H-thiopyran-4-yl)-1H-pyrazolo[4,3-c]pyridin-4-yl)benzyl)-5-fluoro-2-methoxybenzamide